ethyl 7-((tert-butoxycarbonyl) amino)-1,4-dimethyl-2,3-dioxo-1,2,3,4-tetrahydroquinoxaline-6-carboxylate C(C)(C)(C)OC(=O)NC1=C(C=C2N(C(C(N(C2=C1)C)=O)=O)C)C(=O)OCC